CP(OC)(OC1=C(C(=CC(=C1)C(C)(CCCCCC)C)OP(OC)(=O)C)C1CCCC(=C1)C)=O dimethyl (5'-methyl-4-(2-methyloctan-2-yl)-1',2',3',4'-tetrahydro-[1,1'-biphenyl]-2,6-diyl) bis(methylphosphonate)